(2S)-2-AMINO-2-(6-AMINO-5-FORMYL(3-PYRIDYL))ACETIC ACID N[C@H](C(=O)O)C=1C=NC(=C(C1)C=O)N